(1-(methoxy(methyl)amino)-1-oxoprop-2-yl)carbamic acid tert-butyl ester C(C)(C)(C)OC(NC(C(=O)N(C)OC)C)=O